C1(=CC=CC2=CC=CC=C12)C1=CC=C(C=C1)C1=NC(=NC(=N1)C1=CC=CC=C1)C1=CC=C(C=C1)B1OC(C(O1)(C)C)(C)C 2-(4-(naphthalen-1-yl)phenyl)-4-phenyl-6-(4-(4,4,5,5-tetramethyl-1,3,2-dioxaborolan-2-yl)phenyl)-1,3,5-triazine